NCC(=O)OCCOCCOCCO triethylene glycol aminoacetate